O=C1NC(CCC1N1C(N(C2=C1C=CC(=C2)CCN2CCN(CC2)C2CN(C2)C(=O)OC(C)(C)C)C)=O)=O Tert-butyl 3-[4-[2-[1-(2,6-dioxo-3-piperidyl)-3-methyl-2-oxo-benzimidazol-5-yl]ethyl]piperazin-1-yl]azetidine-1-carboxylate